COC=1C=C(C=CC1OC)[C@@](C#N)(CCCN(C)CCC1=CC(=C(C=C1)OC)OC)C(C)C |r| (RS)-2-(3,4-dimethoxyphenyl)-5-{[2-(3,4-dimethoxyphenyl)ethyl]-(methyl)amino}-2-prop-2-ylpentanenitrile